N-(3-cyano-4-methyl-1H-indol-7-yl)-1-[(1R)-2-hydroxy-1-methyl-ethyl]pyrazole-4-sulfonamide C(#N)C1=CNC2=C(C=CC(=C12)C)NS(=O)(=O)C=1C=NN(C1)[C@@H](CO)C